(4R,8aS)-2-benzyl-4-methyl-1,3,4,6,8,8a-hexahydropyrrolo[1,2-a]pyrazin-7-one C(C1=CC=CC=C1)N1C[C@H]2N([C@@H](C1)C)CC(C2)=O